(±)-trans-N-(8-amino-6-(1-methyl-4-oxo-1,4-dihydropyridin-2-yl)isoquinolin-3-yl)-2-cyanocyclopropanecarboxamide NC=1C=C(C=C2C=C(N=CC12)NC(=O)[C@H]1[C@@H](C1)C#N)C=1N(C=CC(C1)=O)C |r|